((2-((cyclopentyloxy)methyl)-3',5'-dimethoxy-4'-methyl-[1,1'-biphenyl]-4-yl)amino)piperidine-4-carboxylic acid C1(CCCC1)OCC1=C(C=CC(=C1)NN1CCC(CC1)C(=O)O)C1=CC(=C(C(=C1)OC)C)OC